NC=1C2=C(N=CN1)N(C=C2C2=C(C=C(C=C2)N2C(C(CC2)C2=CC(=CC(=C2)F)F)=O)F)C 1-[4-(4-Amino-7-methylpyrrolo[2,3-d]pyrimidin-5-yl)-3-fluorophenyl]-3-(3,5-difluorophenyl)pyrrolidin-2-one